Pyrimidin-5-yl-p-toluenesulfonate N1=CN=CC(=C1)OS(=O)(=O)C1=CC=C(C)C=C1